The molecule is a 1,2-dithiole that is 3H-1,2-dithiole-3-thione substituted at positions 4 and 5 by methyl and pyrazin-2-yl groups respectively. It has a role as an antineoplastic agent, an antimutagen, a protective agent, an antioxidant, an EC 3.1.3.48 (protein-tyrosine-phosphatase) inhibitor, a schistosomicide drug, a neurotoxin and an angiogenesis modulating agent. It is a 1,2-dithiole and a member of pyrazines. CC1=C(SSC1=S)C2=NC=CN=C2